C(C)OC1=NN(C=2C3=C(C(C(C12)=O)=O)C=CC=C3)C3=CC=CC=C3 3-Ethoxy-1-phenyl-1H-benzo[g]indazol-4,5-dion